[Cl-].OC(C[N+](C)(C)C)COC(C(=C)C)=O (2-hydroxy-3-methacryloyloxypropyl)trimethyl-ammonium chloride